C1(CC1)ON=CC=1C=C(C(=O)NC2=CC=C(C=C2)N2CCCC2)C=C(C1O)F 3-((cyclopropoxyimino)methyl)-5-fluoro-4-hydroxy-N-(4-(pyrrolidin-1-yl)phenyl)benzamide